Butyl (3-(4-((2-ethyl-1H-imidazol-1-yl)methyl)phenyl)-5-isobutylthiophen-2-yl)sulfonyl-carbamate C(C)C=1N(C=CN1)CC1=CC=C(C=C1)C1=C(SC(=C1)CC(C)C)S(=O)(=O)NC(OCCCC)=O